(S)-3-(3-(2,5-dimethyl-1H-pyrrol-1-yl)phenyl)-3-(3-(4-hydroxy-1,5-dimethyl-2-oxo-1,2-dihydropyridin-3-yl)ureido)propanoic acid ethyl ester C(C)OC(C[C@H](NC(=O)NC=1C(N(C=C(C1O)C)C)=O)C1=CC(=CC=C1)N1C(=CC=C1C)C)=O